palmitoylCoA C(CCCCCCCCCCCCCCC)(=O)SCCNC(CCNC([C@@H](C(COP(OP(OC[C@@H]1[C@H]([C@H]([C@@H](O1)N1C=NC=2C(N)=NC=NC12)O)OP(=O)(O)O)(=O)O)(=O)O)(C)C)O)=O)=O